tert-butyl (S)-((3-(5-chloro-2-(4,4-difluoropiperidin-1-yl)-4-(trifluoromethyl)benzamido)phenyl)(methyl)(oxo)-λ6-sulfaneylidene)carbamate ClC=1C(=CC(=C(C(=O)NC=2C=C(C=CC2)[S@@](=O)(C)=NC(OC(C)(C)C)=O)C1)N1CCC(CC1)(F)F)C(F)(F)F